4-(2-chlorophenyl)thiazol-2-amine ClC1=C(C=CC=C1)C=1N=C(SC1)N